C[Si](C)(C)C(C(C(=O)O)O)(C)[Si](C)(C)C bis(trimethylsilyl)2-hydroxybutyric acid